CC1=C(C(=O)[O-])C=CC(=C1)C(=O)[O-] Methylterephthalate